FC=1C(=NC=C(C1N1CCOCC1)N)NCC1=CC=C(C=C1)OC 3-fluoro-N2-(4-methoxybenzyl)-4-morpholinylpyridine-2,5-diamine